5-(2,6-dimethoxyphenyl)-2-(4-methoxyphenyl)-1H-imidazole COC1=C(C(=CC=C1)OC)C1=CN=C(N1)C1=CC=C(C=C1)OC